FC(C(=CC#N)C1=CC=C(C=C1)F)F 3-difluoromethyl-3-(4'-fluorophenyl)acrylonitrile